ClC=1C=CC2=C(C(CC(O2)C(=O)NC23[C@H](CC(CC2)(CC3)NC(=O)C3CC(C3)OC(F)(F)F)O)O)C1 6-chloro-4-hydroxy-N-[(2S)-2-hydroxy-4-{[(1s,3R)-3-(trifluoromethoxy)cyclobutane-1-carbonyl]amino}bicyclo[2.2.2]octan-1-yl]-3,4-dihydro-2H-1-benzopyran-2-carboxamide